Methyl 9-(4-(((trifluoromethyl)sulfonyl)oxy)phenyl)-6,7-dihydro-5H-benzo[7]annulene-3-carboxylate FC(S(=O)(=O)OC1=CC=C(C=C1)C1=CCCCC2=C1C=CC(=C2)C(=O)OC)(F)F